7-bromo-3-ethyl-8-fluoroquinazoline-2,4(1H,3H)-dione BrC1=CC=C2C(N(C(NC2=C1F)=O)CC)=O